C(C1=CC=CC=C1)OC1=C(N2C(C3=C(C=CC=C13)Br)=NC=N2)C(=O)O 6-(benzyloxy)-10-bromo-[1,2,4]triazolo[5,1-a]isoquinoline-5-carboxylic acid